O1C(=CC=C1)C(=O)O Furanic Acid